tert-butyl (S)-(4-(5-(4-chlorophenyl)oxazol-2-yl)-4-(4'-(hydroxymethyl)-[1,1'-biphenyl]-3-carboxamido)butyl)carbamate ClC1=CC=C(C=C1)C1=CN=C(O1)[C@H](CCCNC(OC(C)(C)C)=O)NC(=O)C=1C=C(C=CC1)C1=CC=C(C=C1)CO